FC=1N(C(C2=CC=C(C=C2C1C(C)C)B1OC(C(O1)(C)C)(C)C)=O)C1=C(C=CC=C1)C Fluoro-4-isopropyl-6-(4,4,5,5-tetramethyl-1,3,2-dioxaborolan-2-yl)-2-(o-tolyl)isoquinolin-1(2H)-one